Cl.Cl.N[C@H]1[C@@H](CCCC1)NC=1N=NC(=C(N1)C)C1=C(C=C(C=C1)C(F)(F)F)O 2-(3-{[(1r,2r)-2-aminocyclohexyl]amino}-5-methyl-1,2,4-triazin-6-yl)-5-(trifluoromethyl)phenol dihydrochloride